C(C)OP(OCC)(=O)CC(=O)NC=1C=C2C(=C(C=NC2=CC1OCC)C#N)NC1=CC(=C(C=C1)OCC1=NC=CC=C1)Cl (2-((4-((3-chloro-4-(pyridin-2-ylmethoxy)phenyl)amino)-3-cyano-7-ethoxyquinolin-6-yl)amino)-2-oxoethyl)phosphonic acid diethyl ester